C12CN(CC(N1)C2)C2=CC(=C(C=C2)NC2=NC=C(C(=N2)C=2SC=C(C2)S(=O)(=O)C)C(F)(F)F)C2CC2 N-(4-(3,6-diazabicyclo[3.1.1]heptan-3-yl)-2-cyclopropylphenyl)-4-(4-(methylsulfonyl)thiophen-2-yl)-5-(trifluoromethyl)pyrimidin-2-amine